N-[(1S)-1-[3-[7,7-difluoro-2-[(2S,3R)-3-hydroxy-2-methyl-azetidin-1-yl]-5,6-dihydrocyclopenta[d]pyrimidin-4-yl]phenyl]ethyl]methanesulfonamide FC1(CCC2=C1N=C(N=C2C=2C=C(C=CC2)[C@H](C)NS(=O)(=O)C)N2[C@H]([C@@H](C2)O)C)F